5,10,15,20-tetrakis(N-n-hexyl-pyridinium-2-yl)porphyrin C(CCCCC)[N+]1=C(C=CC=C1)C=1C2=CC=C(N2)C(=C2C=CC(C(=C3C=CC(=C(C=4C=CC1N4)C4=[N+](C=CC=C4)CCCCCC)N3)C3=[N+](C=CC=C3)CCCCCC)=N2)C2=[N+](C=CC=C2)CCCCCC